(1-Methyl-2-nitro-1H-imidazol-5-yl)methyl (1-cyclopentyl-3-methyl-2-oxo-2,3-dihydro-1H-imidazo[4,5-c]pyridin-6-yl)(4-methoxy-2-methylphenyl)carbamate C1(CCCC1)N1C(N(C=2C=NC(=CC21)N(C(OCC2=CN=C(N2C)[N+](=O)[O-])=O)C2=C(C=C(C=C2)OC)C)C)=O